N-(exo-norbornen-2-yl)acrylamide C12C(=CC(CC1)C2)NC(C=C)=O